FC(F)(F)C=1C(=C(C(=C(C1)C1=CC(=CC=C1)C1=CC=CC=C1)C(F)(F)F)C(F)(F)F)C(F)(F)F tetrakis(trifluoromethyl)-[1,1':3',1''-terphenyl]